4-(2,5-dimethylpyrrol-1-yl)-2,6-dimethylmorpholine CC=1N(C(=CC1)C)N1CC(OC(C1)C)C